4-(2,2-dimethylpropyl-1,1-d2)-5-(methyl-d3)-2-(4-(methyl-d3)phenyl)pyridine CC(C([2H])([2H])C1=CC(=NC=C1C([2H])([2H])[2H])C1=CC=C(C=C1)C([2H])([2H])[2H])(C)C